4-(biphenyl-4-yl)-2-{3-(naphthalen-1-yl)phenyl}-6-{4-(pyridin-3-yl)phenyl}pyrimidine C1(=CC=C(C=C1)C1=NC(=NC(=C1)C1=CC=C(C=C1)C=1C=NC=CC1)C1=CC(=CC=C1)C1=CC=CC2=CC=CC=C12)C1=CC=CC=C1